CS(=O)(=O)C=1C(=NC=CN1)OCC(=O)N1CCC(CC1)C=1SC=C(N1)C1=NOC(C1)C1=C(C=C(C=C1Cl)Cl)Cl 2-((3-(methylsulfonyl)pyrazin-2-yl)oxy)-1-(4-(4-(5-(2,4,6-trichlorophenyl)-4,5-dihydroisoxazol-3-yl)thiazol-2-yl)piperidin-1-yl)ethan-1-one